3-[4-(5-benzylpyrimidin-2-yl)piperazin-1-yl]-6-(1H-pyrazol-4-yl)pyrazolo-[1,5-a]pyridine C(C1=CC=CC=C1)C=1C=NC(=NC1)N1CCN(CC1)C=1C=NN2C1C=CC(=C2)C=2C=NNC2